Cl\C(\[C@]1([C@@H](N2C(C[C@H]2S1(=O)=O)=O)C(=O)OC(C1=CC=CC=C1)C1=CC=CC=C1)C)=N/O (2S,3R,5R)-benzhydryl 3-((Z)-chloro(hydroxyimino)methyl)-3-methyl-7-oxo-4-thia-1-azabicyclo[3.2.0]heptane-2-carboxylate 4,4-dioxide